Ethyl (2,4,6-trimethylbenzoyl)-phenylphosphonate CC1=C(C(=O)C2=C(C=CC=C2)P(OCC)([O-])=O)C(=CC(=C1)C)C